p-menthan-3-ol C1(CC(C(CC1)C(C)C)O)C